C(C=C)(=O)OC12CCCCCCCCC(CC1)C2 bicyclo[8.2.1]tridecanyl acrylate